BrC=1N=C(C(=NC1)N\C(\C(=O)OC(C)(C)C)=C/C=1OC=CC1)CC1=C(C=CC=C1F)F tert-butyl (Z)-2-((5-bromo-3-(2,6-difluorobenzyl)pyrazin-2-yl)amino)-3-(furan-2-yl)acrylate